C(C)(C)(C)OC(=O)N1[C@@H](CCC1)C1=C2CN(CC2=CC(=C1)C=1C=C2C(=NC1)NC=C2C)C(NC=2SC=CN2)=O (S)-2-(6-(3-methyl-1H-pyrrolo[2,3-b]pyridin-5-yl)-2-(thiazol-2-ylcarbamoyl)isoindolin-4-yl)pyrrolidine-1-carboxylic acid tert-butyl ester